8-[(1R)-1-aminoethyl]-3,6-dimethyl-2-phenyl-3,4-dihydroquinazolin-4-one N[C@H](C)C=1C=C(C=C2C(N(C(=NC12)C1=CC=CC=C1)C)=O)C